N-(2-(4-((4-(5-Fluoro-2-(3-methylbutanoyl)-1H-indol-3-yl)-1H-1,2,3-triazol-1-yl)methyl)piperidin-1-yl)ethyl)-1-(4-(trifluoromethyl)phenyl)methansulfonamid FC=1C=C2C(=C(NC2=CC1)C(CC(C)C)=O)C=1N=NN(C1)CC1CCN(CC1)CCNS(=O)(=O)CC1=CC=C(C=C1)C(F)(F)F